FC=1C=C(C=C(C1)F)[C@@H]1N(OCC1)C(=O)[C@H]1[C@H](CN(CC1)C1=NC=NC(=C1)[S@](=O)C)F ((R)-3-(3,5-difluorophenyl)isoxazolidin-2-yl)((3R,4S)-3-fluoro-1-(6-((R)-methylsulfinyl)pyrimidin-4-yl)piperidin-4-yl)methanone